C(N)(=O)[C@@]1([C@@H](C[C@H](O)O[C@@H]1C)O)O 4-carbamyl-2-deoxy-β-D-rhamnose